4-butyl-N-(2,6-dioxo-3-piperidinyl)-cyclohexanecarboxamide C(CCC)C1CCC(CC1)C(=O)NC1C(NC(CC1)=O)=O